3-(3-Fluoropyrazine-2-carbonyl)azetidine-1-carboxylic acid tert-butyl ester C(C)(C)(C)OC(=O)N1CC(C1)C(=O)C1=NC=CN=C1F